C[C@H]1CN(C[C@H](N1)C)C1=NC=2N(C(=C1)NC=1C=C3C=C(C(N(C3=CC1)C)=O)OCCNC)N=CN2 6-((5-((3S,5R)-3,5-dimethylpiperazinyl)-[1,2,4]triazolo[1,5-a]pyrimidin-7-yl)amino)-3-(2-(methylamino)ethoxy)-1-methylquinolin-2(1H)-one